COC=1N=CC(=C2C1N(C(=C2)CN2C[C@H](CCC2)C)C(=O)OC(C)(C)C)C(F)(F)F tert-butyl 7-methoxy-2-[[(3s)-3-methylpiperidin-1-yl]methyl]-4-(trifluoromethyl)pyrrolo[2,3-c]pyridine-1-carboxylate